1,2-bis(3,5-di-tert-butyl-4-hydroxy-hydrocinnamoyl)hydrazine C(C)(C)(C)C=1C=C(CCC(=O)NNC(CCC2=CC(=C(C(=C2)C(C)(C)C)O)C(C)(C)C)=O)C=C(C1O)C(C)(C)C